4-(6-bromo-pyridazin-3-ylcarbamoyl)-bicyclo[2.2.2]octane-1-carboxylic acid methyl ester COC(=O)C12CCC(CC1)(CC2)C(NC=2N=NC(=CC2)Br)=O